COC=1C=C(C=CC1OC)C=1NC2=CC=C(C=C2C1C(C)C)C1CCN(CC1)C(CNCCC(C)O)=O 1-(4-(2-(3,4-dimethoxyphenyl)-3-isopropyl-1H-indol-5-yl)piperidin-1-yl)-2-((3-hydroxybutyl)amino)ethan-1-one